5-((4-(2,6-dichlorophenyl)piperazin-1-yl)methyl)-2-(2,4-dioxotetrahydropyrimidin-1(2H)-yl)isoindoline-1,3-dione ClC1=C(C(=CC=C1)Cl)N1CCN(CC1)CC=1C=C2C(N(C(C2=CC1)=O)N1C(NC(CC1)=O)=O)=O